C1(CC1)CN1CC(CC(C1)C)C(=O)C1=CC2=CC=C(C=C2C=C1)OC (1-(cyclopropylmethyl)-5-methylpiperidin-3-yl)(6-methoxynaphthalen-2-yl)methanone